N1(C=NC=C1)S(=O)(=O)N1N=C(C=C1C)C (1H-imidazole-1-sulfonyl)-3,5-dimethyl-1H-pyrazole